FC(C1=CC=C(C=C1)C1=CN=C(O1)NC=1C=CC(=NC1)C(=O)O)(F)F 5-((5-(4-(trifluoromethyl)phenyl)oxazol-2-yl)amino)picolinic acid